NC=1C(=NC(=CN1)C1=CC=C(C=C1)S(=O)(=O)C(CC(CCCCCCO)OC1OCCCC1)(C)C)C(=O)NC=1C(=C(C=CC1)CN(C(OC(C)(C)C)=O)C)O tert-butyl N-[[3-[[3-amino-6-[4-(9-hydroxy-1,1-dimethyl-3-tetrahydropyran-2-yloxynonyl)sulfonylphenyl]pyrazine-2-carbonyl]amino]-2-hydroxy-phenyl]methyl]-N-methyl-carbamate